OC=1C=C(C(=O)O)C(=C(C1)O)O 3,5,6-trihydroxybenzoic acid